α,α-dimethyl-capric acid CC(C(O)=O)(CCCCCCCC)C